tert-butyl 4-(7-methyl-4-((3-methyl-4-((1-methyl-1H-benzo[d][1,2,3]triazol-5-yl)oxy)phenyl)amino)pyrido[3,2-d]pyrimidin-6-yl)piperazine-1-carboxylate CC1=CC=2N=CN=C(C2N=C1N1CCN(CC1)C(=O)OC(C)(C)C)NC1=CC(=C(C=C1)OC1=CC2=C(N(N=N2)C)C=C1)C